5-(3-chloro-4-((tetrahydro-2H-pyran-2-yl)oxy)phenyl)-1H-indazole ClC=1C=C(C=CC1OC1OCCCC1)C=1C=C2C=NNC2=CC1